6,7-dichloro-N2-cycloheptyl-N3-(3,4-difluorobenzyl)quinoxaline-2,3-diamine ClC=1C=C2N=C(C(=NC2=CC1Cl)NC1CCCCCC1)NCC1=CC(=C(C=C1)F)F